ClC1=C(C=C(C(=C1)F)[N+](=O)[O-])C(C)=O 1-(2-chloro-4-fluoro-5-nitrophenyl)ethan-1-one